bis[4-(vinyloxy) butyl] (4-methyl-1,3-phenylene)-dicarbamate CC1=C(C=C(C=C1)NC(OCCCCOC=C)=O)NC(OCCCCOC=C)=O